COC(C1=CC(=CC(=C1)OCOC)OCOC)=O 3,5-bis(methoxymethoxy)benzoic acid methyl ester